benzyl (2-(2-(4-fluorophenyl)-6-(((1R,5S,6s)-3-((E)-3-(2-(pyrimidin-2-yl)hydrazono)-2-(trifluoromethyl)butanoyl)-3-azabicyclo[3.1.0]hexan-6-yl)oxy)pyridin-4-yl)propan-2-yl)carbamate FC1=CC=C(C=C1)C1=NC(=CC(=C1)C(C)(C)NC(OCC1=CC=CC=C1)=O)OC1[C@@H]2CN(C[C@H]12)C(C(/C(/C)=N/NC1=NC=CC=N1)C(F)(F)F)=O